C(C)(C)(C)C1=CC2(C(C=NO2)C2=CC=CC=C2)C=C(C1=O)C(C)(C)C 7,9-di-tert-butyl-4-phenyl-1-oxa-2-azaspiro[4.5]deca-2,6,9-trien-8-one